FC=1C(=NC(=C(C1N1CC2=CN=C(C=C2C2(C1=O)CC2)NC2=C(C=C(C(=C2)F)N2CCOCC2)NC(C=C)=O)F)OC)OC N-(2-((2'-(3,5-difluoro-2,6-dimethoxypyridin-4-yl)-3'-oxo-2',3'-dihydro-1'H-spiro[cyclopropane-1,4'-[2,7]naphthyridin]-6'-yl)amino)-4-fluoro-5-morpholinylphenyl)acrylamide